CN1C=NC2=C1C(=C(C=C2)C)CNC(C2=CC(=C(C(=C2)F)C(F)(F)F)F)=O N-((1,6-dimethyl-1H-benzimidazol-7-yl)-methyl)-3,5-difluoro-4-(trifluoromethyl)benzamide